BrCC1C(N(C(N1CC#N)=O)C)=O (Z)-2-(5-(bromomethyl)-3-methyl-2,4-dioxoimidazolin-1-yl)acetonitrile